C(C)(C)(C)OC(NC1C2CN(CC1CC2)C2=CN=NC(=C2)Cl)=O N-[(8-endo)-3-(6-chloropyridazin-4-yl)-3-azabicyclo[3.2.1]Octane-8-yl]Carbamic acid tert-butyl ester